CC1N(C(CC2=C(C1)C=CC(=C2)OS(=O)(=O)C(F)(F)F)C)C(=O)OC(C)(C)C tert-butyl 2,4-dimethyl-7-(((trifluoromethyl) sulfonyl) oxy)-1,2,4,5-tetrahydro-3H-benzo[d]azepin-3-carboxylate